N-(3-((5-(4-(dimethylamino)-3,5-difluorophenyl)-2-((1-methyl-1H-pyrazol-4-yl)amino)pyrimidin-4-yl)amino)-4-fluorophenyl)acrylamide CN(C1=C(C=C(C=C1F)C=1C(=NC(=NC1)NC=1C=NN(C1)C)NC=1C=C(C=CC1F)NC(C=C)=O)F)C